C(C(O)C)(=O)[O-].CC1=NC=CC(=C1[C@H]1[NH+](CCC1)C)C (2S)-2-(2,4-dimethylpyridin-3-yl)-1-methylpyrrolidin-1-ium lactate